4-ethyl-N-hydroxy-3-oxo-3,4-dihydro-2H-benzo[b][1,4]oxazine-6-carboxamidine C(C)N1C2=C(OCC1=O)C=CC(=C2)C(=N)NO